1-{4-[(2,5-dioxotetrahydro-1H-pyrrol-1-yl)oxy]-4-oxobutyl}pyrrole-2,5-dione O=C1N(C(CC1)=O)OC(CCCN1C(C=CC1=O)=O)=O